6,8-dichloro-1-methyl-3,4-dihydroisoquinoline ClC=1C=C2CCN=C(C2=C(C1)Cl)C